ClC1=C2C(=NC(=C1)C1(CCSCC1)C)C=CN2 7-chloro-5-(4-methyltetrahydrothiopyran-4-yl)-1H-pyrrolo[3,2-b]pyridine